ClC1=C(CN(C(=O)N2[C@H]3[C@H](N(C[C@@H]2CC3)C(N(C3=CC=CC=C3)C3=CC=CC=C3)=O)C(=O)O)C)C=CC=C1 (1R,2S,5S)-8-((2-chlorobenzyl)(methyl)carbamoyl)-3-(diphenylcarbamoyl)-3,8-diazabicyclo[3.2.1]octane-2-carboxylic acid